[Si](C)(C)(C(C)(C)C)OCCNC N-[2-(t-butyldimethylsilyloxy)ethyl]methylamine